(R)-3-Methyl-4-(6-methyl-7-(2-(methylsulfonyl)propan-2-yl)-2-(1H-pyrrolo[2,3-b]pyridine-4-yl)thieno[3,2-d]pyrimidin-4-yl)morpholine C[C@H]1N(CCOC1)C=1C2=C(N=C(N1)C1=C3C(=NC=C1)NC=C3)C(=C(S2)C)C(C)(C)S(=O)(=O)C